N[C@H](CO)CC1=NC(=NO1)C1=CC(=CC=C1)[C@H]1COC2=C(O1)C=CC=C2 (S)-2-Amino-3-(3-(3-((S)-2,3-dihydrobenzo[b][1,4]dioxin-2-yl)phenyl)-1,2,4-oxadiazol-5-yl)propan-1-ol